6-(1-hydroxy-3,4-dihydro-2,1-benzoxaborole-7-yl)-4-methylphthalazine-1-carbamate OB1OCC2C1=C(C=CC2)C=2C=C1C(=NN=C(C1=CC2)NC(=O)[O-])C